C1C2=CN=C(N2C3=C(C=C(C=C3)Cl)C(=N1)C4=CC=CC=C4F)CO The molecule is an imidazobenzodiazepine that is midazolam in which one of the hydrogens of the methyl group is substituted by a hydroxy group. It is the major metabolite of the anesthetic, midazolam. It has a role as a drug metabolite, a human blood serum metabolite and a human urinary metabolite. It is an imidazobenzodiazepine, an organochlorine compound, a member of monofluorobenzenes and an aromatic primary alcohol. It derives from a midazolam.